CN1S(C=2N(C(C1)C(=O)O)C(C(=C(C2C2=CC(=CC=C2)C(F)(F)F)CC2=CC=CC1=CC=CC=C21)C(=O)N2CCOCC2)=O)(=O)=O 2-methyl-7-(morpholine-4-carbonyl)-8-(naphthalen-1-ylmethyl)-6-oxo-9-(3-(trifluoromethyl)phenyl)-3,4-dihydro-2H,6H-pyrido[1,2-e][1,2,5]thiadiazine-4-carboxylic acid 1,1-dioxide